C(C)(=O)O[C@@H]1CNC[C@H]1N1CCN(CCN(CCN(CC1)CC(OC(C)(C)C)=O)CC(OC(C)(C)C)=O)CC(=O)OC(C)(C)C (2S,3R,4R)-3-Acetoxy-4-(4,7,10-tris(2-(tert-butoxy)-2-oxoethyl)-1,4,7,10-tetraazacyclododecan-1-yl)pyrrolidin